N-((1R)-2-(1-benzofuran-3-yl)-1-(tetramethyl-1,3,2-dioxaborolan-2-yl)ethyl)-N-(pyrazin-2-yl)oxalamide O1C=C(C2=C1C=CC=C2)C[C@@H](B2OC(C(O2)(C)C)(C)C)N(C(C(=O)N)=O)C2=NC=CN=C2